ClC1=C(NC(=C1Cl)C)C(=O)O 3,4-dichloro-5-methyl-1H-pyrrole-2-carboxylic acid